3,4-dihydroxy-2,6-dimethoxybenzoate OC=1C(=C(C(=O)[O-])C(=CC1O)OC)OC